The molecule is an amino trisaccharide consisting of 2-acetamido-2-deoxy-beta-D-galactopyranose, alpha-D-galactopyranose and beta-D-galactopyranose residues joined in sequence by (1->3) and (1->4) glycosidic bonds. It is an amino trisaccharide and a member of acetamides. It derives from an alpha-D-Galp-(1->4)-beta-D-Galp. CC(=O)N[C@@H]1[C@H]([C@H]([C@H](O[C@H]1O[C@H]2[C@H]([C@H](O[C@@H]([C@@H]2O)O[C@H]3[C@H](O[C@H]([C@@H]([C@H]3O)O)O)CO)CO)O)CO)O)O